3-(3,5-di-tert-butyl-4-hydroxyphenyl)-propionic acid C(C)(C)(C)C=1C=C(C=C(C1O)C(C)(C)C)CCC(=O)O